FC1=C(C=C2C=CC(NC2=C1)=O)OC 7-fluoro-6-methoxyquinolin-2(1H)-one